FC1=CC=C(C=C1)NC(=O)C1(CCC1)C1=NC=2CCCN(C2C=C1)C(=O)C1CCOCC1 N-(4-fluorophenyl)-1-[5-(oxane-4-carbonyl)-5,6,7,8-tetrahydro-1,5-naphthyridin-2-yl]cyclobutane-1-carboxamide